(S) or (R)-1-ethyl-N'-((1,2,3,5,6,7-hexahydro-s-indacen-4-yl)carbamoyl)-1H-pyrazole-3-sulfonimidamide C(C)N1N=C(C=C1)[S@](=O)(N)=NC(NC1=C2CCCC2=CC=2CCCC12)=O |o1:7|